FC(C=1C=CC=2N(N1)C(=CN2)C2=CC(=NC=N2)N2C(C1N(CC2)C(OC1)=O)C)F 7-(6-(6-(Difluoromethyl)imidazo[1,2-b]pyridazin-3-yl)pyrimidin-4-yl)-8-methylhexahydro-3H-oxazolo[3,4-a]pyrazin-3-one